NC1=NC(=CC(=N1)NC1=CC=C(C=C1)NC(C1=CC=C(C=C1)NC1=CC=NC2=CC=CC=C12)=O)C N-[4-[(2-amino-6-methylpyrimidin-4-yl)amino]phenyl]-4-(quinolin-4-ylamino)benzamide